α,β-dimethylolvaleric acid C(O)C(C(=O)O)C(CC)CO